N-(4-((2-(1,1-difluoroethyl)-6-methylpyrimidin-4-yl)amino)-5-(6-(2-methoxyethyl)pyrimidin-4-yl)pyridin-2-yl)acetamide FC(C)(F)C1=NC(=CC(=N1)NC1=CC(=NC=C1C1=NC=NC(=C1)CCOC)NC(C)=O)C